4-(6-fluoro-1H-indole-3-yl)pyrimidine-2-amine FC1=CC=C2C(=CNC2=C1)C1=NC(=NC=C1)N